3,3'-decamethylenebis(1,2,4-triazole) N1N=C(N=C1)CCCCCCCCCCC1=NNC=N1